COP(=O)(OC)O.C(C)N1CN(C=C1)C 1-ethyl-3-methylimidazole dimethyl-phosphate salt